m-methallyl-benzene C(C(C)=C)C=1C=CC=CC1